COC(C1CO1)=O.[Na].[Na].[Na] trisodium methylglycidate